2,2-dimethoxy-1-methyldimethoxysilylmethyl-1-aza-2-silacyclopentane CO[Si]1(N(CCC1)C[Si](OC)(OC)C)OC